FC1=CC=C(C=C1)C1=C(C=C2CCCNC2=N1)[Se]C1=CC=C(C=C1)Cl 7-(4-fluorophenyl)-6-(4-chlorophenyl-seleno)-1,2,3,4-tetrahydro-1,8-naphthyridine